5-chloro-N-((1r,4r)-4-((3-(5-chloropyridin-2-yl)-4-fluoro-3-hydroxy-2-oxoindolin-1-yl)methyl)cyclohexyl)-2-(trifluoromethyl)nicotinamide ClC=1C=NC(=C(C(=O)NC2CCC(CC2)CN2C(C(C3=C(C=CC=C23)F)(O)C2=NC=C(C=C2)Cl)=O)C1)C(F)(F)F